FC(OC1=CC2=C(N=C(O2)C=2C(=C(C=CC2)C2=C(C(=CC=C2)C2=NC(=C(C=C2)C=O)OC)C)C)C=C1CN1[C@@H](CCC1)C(=O)OC)F methyl ((6-(difluoromethoxy)-2-(3'-(5-formyl-6-methoxypyridin-2-yl)-2,2'-dimethyl-[1,1'-biphenyl]-3-yl)benzo[d]oxazol-5-yl)methyl)-L-prolinate